3,4-di-O-benzyl-α-D-galactopyranosyluronic acid-(1→3)-2-deoxy-2-acetylamino-β-D-galactopyranose C(C1=CC=CC=C1)O[C@@H]1[C@H]([C@H](O[C@@H]([C@@H]1OCC1=CC=CC=C1)C(=O)O)O[C@@H]1[C@H]([C@H](O)O[C@@H]([C@@H]1O)CO)NC(C)=O)O